(2-(8-(5-fluoro-1-methyl-1H-indazol-6-yl)quinolin-4-yl)acetyl)glycylglycine FC=1C=C2C=NN(C2=CC1C=1C=CC=C2C(=CC=NC12)CC(=O)NCC(=O)NCC(=O)O)C